C(C)OC1=C(C(=C(C(=O)O)C(=C1)\C=C\C1=CC=C(C=C1)F)O)CC=C(C)C (E)-4-ethoxy-6-(4-fluorophenylvinyl)-2-hydroxy-3-(3-methylbut-2-en-1-yl)benzoic acid